BrC=1C(=NC(=NC1)NC1=CC=C(C=C1)S(=O)(=O)NCCCCCCCCOC1=CC=C(C(=O)NC2C(C(C2(C)C)OC2=CC(=C(C=C2)C#N)Cl)(C)C)C=C1)NC1=C(C(=CC=C1)F)C(N)=O 4-((8-(4-((5-bromo-4-((2-carbamoyl-3-fluorophenyl)amino)pyrimidin-2-yl)amino)phenylsulfonamido)octyl)oxy)-N-((1r,3r)-3-(3-chloro-4-cyanophenoxy)-2,2,4,4-tetramethylcyclobutyl)benzamide